5-chloro-1-(1-cyclopropyl-1H-pyrazol-4-yl)-6-[4-(3,3-difluoroazetidin-1-yl)piperidin-1-yl]-1H-pyrazolo[3,4-b]pyridine ClC=1C=C2C(=NC1N1CCC(CC1)N1CC(C1)(F)F)N(N=C2)C=2C=NN(C2)C2CC2